2-methyl-3-(methoxymethoxy)benzoic acid methyl ester COC(C1=C(C(=CC=C1)OCOC)C)=O